C(C)[C@]1(N([C@](CC1)(C(=O)O)CC)CC1=CC=C(C=C1)OC)C(=O)O.ON(C1=C(C(=CC=C1)C(C)C)C(C)C)O N,N-dihydroxy(diisopropyl)aniline trans-2,5-diethyl-1-[(4-methoxyphenyl)methyl]pyrrolidine-2,5-dicarboxylate